N1=C(C=CC=C1)C1=CC=C(C=C1)C(=O)NC(CCC(=O)O)C 4-[(4-(2-pyridyl)phenyl)formamido]pentanoic acid